FC1(CCC(CC1)[C@H](NC(=O)C=1C(=NOC1)C1C(C1)(F)F)C=1N=C2N(N=C(C=C2)CC2C(NC[C@@H](C2)C(F)(F)F)=O)C1)F N-((1S)-(4,4-difluorocyclohexyl)(6-(((5R)-2-oxo-5-(trifluoromethyl)piperidin-3-yl)methyl)imidazo[1,2-b]pyridazin-2-yl)methyl)-3-(2,2-difluorocyclopropyl)isoxazole-4-carboxamide